CC1=C(C=CC=C1C)N1CCN(CC1)C(CN1N=C(C=2CCCCC12)C(=O)N1CCN(CC1)CC(=O)N)=O 2-(4-(1-(2-(4-(2,3-Dimethylphenyl)piperazin-1-yl)-2-oxoethyl)-4,5,6,7-tetrahydro-1H-indazol-3-carbonyl)piperazin-1-yl)acetamid